1-((4-methoxybenzyl)oxy)eicosa-5-yn-4-one Tert-butyl-2-[(4-bromo-2,5-difluoro-phenyl)methyl]-3-[[1-(difluoromethyl)cyclopropyl]methyl]benzimidazole-5-carboxylate C(C)(C)(C)OC(=O)C1=CC2=C(N=C(N2CC2(CC2)C(F)F)CC2=C(C=C(C(=C2)F)Br)F)C=C1.COC1=CC=C(COCCCC(C#CCCCCCCCCCCCCCC)=O)C=C1